CC1(O[C@]2([C@@H](O1)[C@@H](O[C@@H]2COC2=CC=C1C=CC=NC1=C2)N2C=CC1=C2N=CN=C1C)C)C 7-[[(3aR,4R,6R,6aR)-2,2,3a-trimethyl-6-(4-methylpyrrolo[2,3-d]pyrimidin-7-yl)-6,6a-dihydro-4H-furo[3,4-d][1,3]dioxol-4-yl]methoxy]quinoline